(3-methyl-[1,2,3]triazolo[1,5-a]pyridin-5-yl)-1,1-diphenylmethanimine CC=1N=NN2C1C=C(C=C2)N=C(C2=CC=CC=C2)C2=CC=CC=C2